NC1=NC(=NC(=N1)N)O 4,6-diamino-2-hydroxy-1,3,5-triazine